RADA-glutaric acid C([Ra]CCC(=O)O)(=O)O